1-((R)-2-(3-((2-((3S,4R)-3-fluoro-4-methoxypiperidin-1-yl)pyrimidin-4-yl)amino)-5-isopropyl-8-(4-((methylsulfonyl)methyl)piperidin-1-yl)isoquinolin-6-yl)pyrrolidin-1-yl)prop-2-en-1-one F[C@H]1CN(CC[C@H]1OC)C1=NC=CC(=N1)NC=1N=CC2=C(C=C(C(=C2C1)C(C)C)[C@@H]1N(CCC1)C(C=C)=O)N1CCC(CC1)CS(=O)(=O)C